3-[(tert-butyldiphenylsilyl)oxy]Azetidine [Si](C1=CC=CC=C1)(C1=CC=CC=C1)(C(C)(C)C)OC1CNC1